(2S,4R)-N-(6-bromo-4-methoxypyridin-2-yl)-4-fluoropyrrolidine-2-carboxamide hydrochloride Cl.BrC1=CC(=CC(=N1)NC(=O)[C@H]1NC[C@@H](C1)F)OC